ethyl (S)-3-(3-(4-hydroxy-1-methyl-2-oxo-1,2-dihydropyridin-3-yl)ureido)-3-(3-(2-methoxyphenoxy) phenyl)propanoate OC1=C(C(N(C=C1)C)=O)NC(N[C@@H](CC(=O)OCC)C1=CC(=CC=C1)OC1=C(C=CC=C1)OC)=O